Di-undecanoate tellurium [Te+2].C(CCCCCCCCCC)(=O)[O-].C(CCCCCCCCCC)(=O)[O-]